ClC=1C=C2C=CN(C2=C(C1)C1=NC=NN2C1=CC(=C2)CN2C(N(C=CC2=O)C)=O)CC2(CCNCC2)F 3-((4-(5-chloro-1-((4-fluoropiperidin-4-yl)methyl)-1H-indol-7-yl)pyrrolo[2,1-f][1,2,4]triazin-6-yl)methyl)-1-methylpyrimidine-2,4(1H,3H)-dione